NC(CNC(=O)C1=CC=2C(=NC=CC2C=2C=C(C(=NC2)N)C2=NC=C(C=C2)C(N(C)C)=O)N1)=O N-(2-amino-2-oxoethyl)-4-(2'-amino-5-(dimethylcarbamoyl)-[2,3'-bipyridyl]-5'-yl)-1H-pyrrolo[2,3-b]pyridine-2-carboxamide